N-[3-(1,1-difluoropropyl)phenyl]-2-[4-methoxy-3-(1-methyl-4-piperidyl)phenyl]-5-methyl-3-oxido-1H-imidazol-3-ium-4-carboxamide FC(CC)(F)C=1C=C(C=CC1)NC(=O)C=1[N+](=C(NC1C)C1=CC(=C(C=C1)OC)C1CCN(CC1)C)[O-]